CC1=C(C(=NC2=C3N=C(C=CC3=CC=C12)C(=O)O)C(=O)O)C dimethyl-2,9-dicarboxyl-1,10-phenanthroline